1-[(Z)-N-cyclopropyl-C-methylsulfanyl-carbonimidoyl]-4-[2-oxo-2-(N-phenylanilino)ethyl]piperidine-4-carboxylic acid, hydroiodide I.C1(CC1)\N=C(/SC)\N1CCC(CC1)(C(=O)O)CC(N(C1=CC=CC=C1)C1=CC=CC=C1)=O